N1=CN=CC2=NC=CN=C12.[K] Potassium pteridine